Cl.Cl.C1(=CC=CC=C1)S(=O)(=O)C1=C(C=C2C(CN(C2=C1)C(CN1C[C@H](NCC1)C)=O)(C)C)F 1-(6-Benzenesulfonyl-5-fluoro-3,3-dimethyl-2,3-dihydro-indol-1-yl)-2-((R)-3-methyl-piperazin-1-yl)-ethanone dihydrochloride salt